6-methylthiazolo[4,5-b]pyrazin-2-amine CC=1N=C2C(=NC1)N=C(S2)N